CC=1C=C(C=C(C1)C)NCCCC1=CC=C(C=C1)O 4-(3-((3,5-dimethylphenyl)amino)propyl)phenol